Ethyl-2-[4-bromo-2-(4-ethoxy-4,5-dihydroisoxazol-3-yl)phenoxy]acetat C(C)OC(COC1=C(C=C(C=C1)Br)C1=NOCC1OCC)=O